D-fructofuranosyl-(2→6)-β-D-fructofuranosyl-(2→5)-α-L-sorbopyranose OCC1([C@@H](O)[C@H](O)[C@H](O1)CO)OC[C@@H]1[C@H]([C@@H]([C@@](CO)(O1)O[C@@H]1[C@H]([C@@H]([C@](CO)(O)OC1)O)O)O)O